[Co]=O.[Co].[Cu] copper-cobalt-cobalt oxide